COC(=O)C1=NC(=CC=C1Br)N(C)C(=O)OC(C)(C)C C3-bromo-6-[tert-butoxycarbonyl-(methyl)amino]pyridine-2-carboxylic acid methyl ester